C(C1=CC=CC=C1)OC(C[C@H](NC(=O)OC(C)(C)C)C(=O)O)=O N-Boc-L-aspartic acid 4-benzyl ester